4-(5-chloro-1,2-dimethyl-imidazol-4-yl)-3,4-dihydro-1H-isoquinolin ClC1=C(N=C(N1C)C)C1CNCC2=CC=CC=C12